N-(2-Chloro-6-(3-chlorophenoxy)pyridin-4-yl)-5-(2-(methylsulfonyl)propan-2-yl)benzo[b]thiophen-2-carboxamid ClC1=NC(=CC(=C1)NC(=O)C1=CC2=C(S1)C=CC(=C2)C(C)(C)S(=O)(=O)C)OC2=CC(=CC=C2)Cl